5-bromo-1H-indole-2-carboxylic acid isopropyl ester C(C)(C)OC(=O)C=1NC2=CC=C(C=C2C1)Br